CC1=CC(=NC(=C1C=1C=C2CC(NC2=CC1)=O)C)NCCOC1=C(C=CC=C1)CC(=O)N 2-(2-(2-((4,6-dimethyl-5-(2-oxoindolin-5-yl)pyridin-2-yl)amino)ethoxy)phenyl)acetamide